O[C@H](CN(C(C1=CN=CC(=C1)C#C[Si](C)(C)C)=O)C)CC1=CC=CC=C1 (S)-N-(2-hydroxy-3-phenylpropyl)-N-methyl-5-((trimethylsilyl)ethynyl)nicotinamide